COC1=C(C(=CC=C1)OC)/C=C/C(=O)O (E)-3-(2,6-Dimethoxyphenyl)acrylic acid